N-methyl-6-(2-methyl-2H-indazol-5-yl)-N-(piperidin-4-yl)[1,3]thiazolo[4,5-b]pyridin-2-amine hydrochloride Cl.CN(C=1SC=2C(=NC=C(C2)C2=CC3=CN(N=C3C=C2)C)N1)C1CCNCC1